C(=O)O.COC1CC(C1)N1N=C(C(=C1)NC(=O)C1=CC=CC(=N1)C=1C=NC=C(C1)C)C1=NC=CC=C1 N-(1-(3-methoxycyclobutyl)-3-(pyridin-2-yl)-1H-pyrazol-4-yl)-5'-methyl-[2,3'-bipyridine]-6-carboxamide formate